trans-4-((4-(2-Isopropylthiazol-5-yl)pyridin-2-yl)((trans-4-(5-methoxy-6-methylpyridin-2-yl)cyclohexyl)methyl)carbamoyl)cyclohexyl 3-hydroxyazetidine-1-carboxylate OC1CN(C1)C(=O)O[C@@H]1CC[C@H](CC1)C(N(C[C@@H]1CC[C@H](CC1)C1=NC(=C(C=C1)OC)C)C1=NC=CC(=C1)C1=CN=C(S1)C(C)C)=O